(3Z)- or (3E)-11-chloro-3-undecene ClCCCCCCCC=CCC